C[C@@H]1CN(C[C@@H](N1)C)C1=CN=CC(=N1)[C@H](C)NC=1C2=C(N=CN1)NC=C2C2CCOCC2 N-((S)-1-(6-((3R,5S)-3,5-Dimethylpiperazin-1-yl)pyrazin-2-yl)ethyl)-5-(tetrahydro-2H-pyran-4-yl)-7H-pyrrolo[2,3-d]pyrimidin-4-amine